(3Z)-11,11-dihexoxy-3-undecene-1-ol C(CCCCC)OC(CCCCCC\C=C/CCO)OCCCCCC